tert-Butyl (6-chloro-1-((3aR,4R,6S,6aS)-6-(mercaptomethyl)-2,2-dimethyltetrahydrofuro[3,4-d][1,3]dioxol-4-yl)-1H-pyrazolo[3,4-d]pyrimidin-4-yl)(cyclopentyl)carbamate ClC1=NC(=C2C(=N1)N(N=C2)[C@@H]2O[C@@H]([C@H]1OC(O[C@H]12)(C)C)CS)N(C(OC(C)(C)C)=O)C1CCCC1